C(C1=CC=CC=C1)OC1CC(C1)N1CCCC2=CC(=CC(=C12)C1=C2C(=NC=C1)C=C(S2)CO)Cl [7-[1-(3-benzyloxycyclobutyl)-6-chloro-3,4-dihydro-2H-quinolin-8-yl]thieno[3,2-b]pyridin-2-yl]methanol